C1(CCC2=CC=CC=C12)CC(=O)O indaneacetic acid